(S)-2-(3-Methyl-6-methylsulfonylpyridin-2-yl)-1-[2-(6-methylbenzo[d]isoxazol-3-yl)phenyl]ethan-1-amine CC=1C(=NC(=CC1)S(=O)(=O)C)C[C@H](N)C1=C(C=CC=C1)C1=NOC2=C1C=CC(=C2)C